methyl 4-(1,5-dimethylpyrazol-4-yl)-2-fluoro-benzoate CN1N=CC(=C1C)C1=CC(=C(C(=O)OC)C=C1)F